O=C1CN(CCN1CC(F)(F)F)C(=O)OCC1=CC=CC=C1 benzyl 3-oxo-4-(2,2,2-trifluoroethyl)piperazine-1-carboxylate